C1(=CC=CC=C1)C=1C=C(C(=O)C2=CC(=C(C=C2)F)C2=CC=CC=C2)C=CC1F 3,3'-diphenyl-4,4'-difluorobenzophenone